Cl.FC1=CC(=CC2=C1N=C(S2)C2CCNCC2)C2=NC=1N(C=C2)N=C(C1)C 5-[4-Fluoro-2-(piperidin-4-yl)-1,3-benzothiazol-6-yl]-2-methylpyrazolo[1,5-a]pyrimidin-Hydrochlorid